6-(azetidin-3-yloxy)-2-pyrrolo[1,2-c]pyrimidin-3-yl-3H-quinazolin-4-one hydrochloride Cl.N1CC(C1)OC=1C=C2C(NC(=NC2=CC1)C1=CC=2N(C=N1)C=CC2)=O